NC1=C(C(=O)O)C=C(C=C1)C(C)=O 2-amino-5-acetylbenzoic acid